[N+](=O)([O-])C1=C(C=CC=C1)CC 1-(2-nitrophenyl)ethane